C(C(=C)C)(=O)OCCCCCC[Si](OCC)(OCC)OCC 3-(methacryloxypropyl)propyl-triethoxysilane